C(C)(C)(C)OC(=O)N1CCC2(CC(C2)CC=O)CC1.C(C1=CC=CC=C1)OC=1C(=NC=NC1OCC1=CC=CC=C1)CN1C(OC(C1)C1=CC=C(C=C1)Br)=O 3-((5,6-bis(benzyloxy)pyrimidin-4-yl)methyl)-5-(4-bromophenyl)oxazolidin-2-one tert-butyl-2-(2-oxoethyl)-7-azaspiro[3.5]nonane-7-carboxylate